tert-butyl-nitrone C(C)(C)(C)C=[NH+][O-]